BrC=1C(N(C(=CC1OCC1=NC=C(C=C1C)F)C)C1=CC(=NC=C1C)C1=NC(=CC=C1)C(C)(C)O)=O (M)-3-bromo-4-((5-fluoro-3-methylpyridin-2-yl)methoxy)-6''-(2-hydroxypropan-2-yl)-5',6-dimethyl-2H-[1,4':2',2''-terpyridin]-2-one